5-((5,5-dimethyltetrahydrofurane-3-yl)methoxy)-1,3,4-thiadiazol-2-amine CC1(CC(CO1)COC1=NN=C(S1)N)C